(1-ethoxyethoxy)cyclododecane C(C)OC(C)OC1CCCCCCCCCCC1